7-(2-(4-(6-fluorobenzo[b]thiophen-7-yl)piperazin-1-yl)ethyl)-quinolin-2(1H)-one FC=1C=CC2=C(SC=C2)C1N1CCN(CC1)CCC1=CC=C2C=CC(NC2=C1)=O